COC(=O)C1=NC(=NC(=C1)NC1CCN(CC1)C(C)=O)C#CC1CC1 6-((1-acetylpiperidin-4-yl)amino)-2-(cyclopropylethynyl)pyrimidine-4-carboxylic acid methyl ester